ClC1=CN=C(C=C1C(=O)NC1=CC(=CC(=C1)C1CC1)Cl)N1S(CCC1)(=O)=O 5-chloro-N-(3-chloro-5-cyclopropylphenyl)-2-(1,1-dioxidoisothiazolidin-2-yl)isonicotinamide